CC1(CCCCC1)N1NC(C2=CC=CC(=C12)[N+](=O)[O-])=O 1-(1-methylcyclohexyl)-7-nitro-2,3-dihydro-1H-indazol-3-one